6-(4,4,5,5-tetramethyl-1,3,2-dioxaborolan-2-yl)-2-(1,2,2-trimethylpiperidin-4-yl)-2H-indazole CC1(OB(OC1(C)C)C=1C=CC2=CN(N=C2C1)C1CC(N(CC1)C)(C)C)C